[C@H](C)(CC)[C@@H]1N(CC2=C(NC1=O)C=CC=C2)C(=O)NC=2C(N(C=CC2)CCOC)=O (S)-3-((S)-sec-butyl)-N-(1-(2-methoxyethyl)-2-oxo-1,2-dihydropyridin-3-yl)-2-oxo-1,2,3,5-tetrahydro-4H-benzo[e][1,4]diazepine-4-carboxamide